Z-4-decenyl acetate C(C)(=O)OCCC\C=C/CCCCC